N-((1R,3R,5S)-8-(((1r,4R)-4-(bis(4,4,4-trifluorobutyl)amino)cyclohexyl)sulfonyl)-8-azabicyclo[3.2.1]octan-3-yl)-5-(oxetan-3-yl)isoxazole-3-carboxamide FC(CCCN(C1CCC(CC1)S(=O)(=O)N1[C@H]2CC(C[C@@H]1CC2)NC(=O)C2=NOC(=C2)C2COC2)CCCC(F)(F)F)(F)F